o-bromophenyl-cyclobutanone BrC1=C(C=CC=C1)C1C(CC1)=O